C1(CC1)C=1N=C(C(=NC1C=1C2=C(C=NC1)N(C=N2)C)C(=O)N)NC=2C=NN(C2C)C2COC2 5-cyclopropyl-6-(3-methylimidazo[4,5-c]pyridin-7-yl)-3-[[5-methyl-1-(oxetan-3-yl)pyrazol-4-yl]amino]pyrazine-2-carboxamide